C(=O)=C1N(CC=2C(=NC=CC21)C#N)C=2C=NC(=CC2)N[C@@H]2C[C@H](CC2)NC2=NN1C(C=C(C=C1)C(F)(F)F)=N2 1-Carbonyl-2-(6-(((1S,3S)-3-((7-(trifluoromethyl)-[1,2,4]triazolo[1,5-a]pyridin-2-yl)amino)cyclopentyl)amino)pyridin-3-yl)-2,3-dihydro-1H-pyrrolo[3,4-c]pyridine-4-carbonitrile